((6-((5-chloro-2-((3R)-3-(((3-(2,6-dioxopiperidin-3-yl)phenyl)amino)methyl)piperidin-1-yl)pyrimidin-4-yl)amino)-1-methyl-2-oxo-1,2-dihydroquinolin-3-yl)oxy)-N-methylacetamide ClC=1C(=NC(=NC1)N1C[C@H](CCC1)CNC1=CC(=CC=C1)C1C(NC(CC1)=O)=O)NC=1C=C2C=C(C(N(C2=CC1)C)=O)OCC(=O)NC